C1(CC1)CC1=C(C(=NN1C=1SC=C(N1)C(=O)O)C1=CC(=CC=C1)C#CC=1OC(=CN1)C)CC1=CC(=C(C=C1)S(N)(=O)=O)F 2-(5-(cyclopropylmethyl)-4-(3-fluoro-4-sulfamoylbenzyl)-3-(3-((5-methyloxazol-2-yl)ethynyl)phenyl)-1H-pyrazol-1-yl)thiazole-4-carboxylic acid